3-(3-amino-6-chloropyridazin-4-yl)-3,8-diazabicyclo[3.2.1]octane-8-carboxylic acid tert-butyl ester C(C)(C)(C)OC(=O)N1C2CN(CC1CC2)C2=C(N=NC(=C2)Cl)N